C(C)(C)(C)OC(=O)N1CC2(C1)CC(C=1SC(=C(C12)C#N)N)C.ClC1=CC2=C(C3=CC=CC=C3C(=C2C=C1)C#CC1=CC=CC=C1)C#CC1=CC=CC=C1 2-chloro-9,10-bis(phenylethynyl)anthracene tert-butyl-2-amino-3-cyano-6-methyl-spiro[5,6-dihydrocyclopenta[b]thiophene-4,3'-azetidine]-1'-carboxylate